tert-butyl ((3R,6S)-6-((4-chloro-3-fluorobenzyl)carbamoyl)tetrahydro-2H-pyran-3-yl)carbamate ClC1=C(C=C(CNC(=O)[C@@H]2CC[C@H](CO2)NC(OC(C)(C)C)=O)C=C1)F